C(CCCCCCCCCCCCCCCCCCC)(=O)[O-] icosanoate